BrCC1CC(C1)=O 3-(bromomethyl)cyclobutanone